COC(CC1CCN(CC1)C1=C(C=C(C=C1F)NC=1C(=NC(=CC1)OCC1=CC=CC=C1)OCC1=CC=CC=C1)F)=O 2-[1-[4-[(2,6-dibenzyloxy-3-pyridyl)amino]-2,6-difluoro-phenyl]-4-piperidinyl]acetic acid methyl ester